ClC1=C(CO[C@@H]2C[C@H](C2)C(=O)NCC2=C(C(=C(C=C2)C(F)(F)F)C=2NC(C(=C(N2)C)F)=O)F)C=CC=C1 trans-3-[(2-chlorobenzyl)oxy]-N-[2-fluoro-3-(5-fluoro-4-methyl-6-oxo-1,6-dihydropyrimidin-2-yl)-4-(trifluoromethyl)benzyl]cyclobutane-1-carboxamide